NCCC1(CN(C(O1)=O)C=1C=CC=2OCC(NC2N1)=O)CNC(OC(C)(C)C)=O tert-Butyl N-[[5-(2-aminoethyl)-2-oxo-3-(3-oxo-4H-pyrido[3,2-b][1,4]oxazin-6-yl)-1,3-oxazolidin-5-yl]methyl]carbamate